C(C1=CC=CC=C1)OC1=NN(C=C1N)C1CCC(CC1)N1C[C@H](O[C@H](C1)C)C 3-(benzyloxy)-1-[(1r,4r)-4-[(2R,6S)-2,6-dimethylmorpholin-4-yl]cyclohexyl]-1H-pyrazol-4-amine